4-{3-[4-(Trifluoromethyl)benzoyl]pyrazin-2-yl}piperazine-1-carboxylic acid tert-butyl ester C(C)(C)(C)OC(=O)N1CCN(CC1)C1=NC=CN=C1C(C1=CC=C(C=C1)C(F)(F)F)=O